1-(3-chlorophenyl)biguanide ClC=1C=C(C=CC1)NC(=N)NC(=N)N